3-(4-amino-7-(1-ethyl-1H-pyrazol-5-yl)-2-((3-fluoropyridin-2-yl)methyl)-2H-[1,2,3]triazolo[4,5-c]pyridin-6-yl)benzonitrile NC1=NC(=C(C=2C1=NN(N2)CC2=NC=CC=C2F)C2=CC=NN2CC)C=2C=C(C#N)C=CC2